O[C@H]1C[C@@H]2CC[C@H]3[C@@H]4CCC([C@@]4(C)CC[C@@H]3[C@]2(CC1)C)=O (3a,5a)-3-hydroxy-androstan-17-one